[8-(furan-3-yl)-2-[(5-piperazin-1-ylpyridin-2-yl)amino]pyrido[3,4-d]pyrimidin-6-yl]methanol O1C=C(C=C1)C1=NC(=CC2=C1N=C(N=C2)NC2=NC=C(C=C2)N2CCNCC2)CO